7-Methoxy-8-(1-methyl-1H-pyrazol-3-yl)-1-thiophen-3-yl-1,4-dihydro-chromeno[4,3-c]pyrazole-3-carboxylic Acid (1S,3S)-3-amino-cyclopentyl Ester N[C@@H]1C[C@H](CC1)OC(=O)C=1C2=C(N(N1)C1=CSC=C1)C=1C=C(C(=CC1OC2)OC)C2=NN(C=C2)C